F[C@@H]1[C@H](C1)N (1s,2s)-2-fluorocyclopropan-1-amine